NC1=CC(=C(CCN2C(OC(C2=O)C)C=2C(=NN(C2)C2=CC=C(C=C2)Br)C2=CNC=C2)C=C1)F 3-(4-amino-2-fluorophenethyl)-2-(1-(4-bromophenyl)-3-(1H-pyrrol-3-yl)-1H-pyrazol-4-yl)-5-methyloxazolidin-4-one